The molecule is a monocarboxylic acid that is phenylacetic acid in which the hydrogen at position 3 on the benzene ring is replaced by a hydroxy group. It has a role as a human xenobiotic metabolite. It is a monocarboxylic acid and a member of phenols. It derives from an acetic acid. It is a conjugate acid of a 3-hydroxyphenylacetate. C1=CC(=CC(=C1)O)CC(=O)O